NC=1C=C(C=CC1)S(=O)(=O)NC1=NC(=CC(=N1)OC1=C(C=CC=C1)Cl)C1=C(C=CC=C1C)C 3-amino-N-[4-(2-chlorophenoxy)-6-(2,6-dimethylphenyl)pyrimidin-2-yl]benzenesulfonamide